1-(4-Bromothien-2-yl)ethanone BrC=1C=C(SC1)C(C)=O